N-(5-((2-(2,2-dimethylpyrrolidin-1-yl)ethyl)carbamoyl)-2-methylpyridin-3-yl)-6-(2-(hydroxymethyl)thiazol-5-yl)-[1,2,3]triazolo[1,5-a]pyridine-3-carboxamide CC1(N(CCC1)CCNC(=O)C=1C=C(C(=NC1)C)NC(=O)C=1N=NN2C1C=CC(=C2)C2=CN=C(S2)CO)C